ClC=1C=C(C=CC1C(N(CC)CC)=O)NC1CN(C1)C1CCN(CC1)C(=O)OC(C)(C)C tert-butyl 4-(3-((3-chloro-4-(diethylcarbamoyl)phenyl)amino)azetidin-1-yl)piperidine-1-carboxylate